CC1CNC2=C(O1)C(=NC(=N2)N)N2C[C@@H](CC2)NC 6-Methyl-4-((R)-3-(methylamino)pyrrolidin-1-yl)-7,8-dihydro-6H-pyrimido[5,4-b][1,4]oxazin-2-amine